BrC(C(C(F)(F)F)(F)F)(C(I)(F)F)F 3-bromo-4-iodoperfluorobutane